BrC1=CC=2C(=C(N=NC2NC(C)C2=CC(=CC=C2)C(F)(F)F)C)N=C1 3-bromo-8-methyl-N-[1-[3-(trifluoromethyl)phenyl]ethyl]pyrido[2,3-d]pyridazin-5-amine